C(#N)C1(C2CCN(CC12)C(=O)OC(C)(C)C)C1=NC=CC=C1 Tert-Butyl 7-cyano-7-(pyridin-2-yl)-3-azabicyclo[4.1.0]heptane-3-carboxylate